4-(2-aminothiazol-5-yl)-N,N-dimethylbenzamide NC=1SC(=CN1)C1=CC=C(C(=O)N(C)C)C=C1